C(C)(C)(C)OC(=O)NCC1=C(C=C(CCNC(OCC2=CC=CC=C2)=O)C=C1)CO benzyl (4-(((tert-butoxycarbonyl)amino)methyl)-3-(hydroxymethyl)phenethyl)carbamate